(αR,9R)-7-[3,5-bis(trifluoromethyl)benzyl]-8,9,10,11-tetrahydro-9-methyl-5-(4-methylphenyl)-7H-[1,4]diazocino[2,1-g][1,7]naphthyridine-6,13-dione FC(C=1C=C(CN2C(C3=C(C=4C=CC=NC4C(N3CC[C@H](C2)C)=O)C2=CC=C(C=C2)C)=O)C=C(C1)C(F)(F)F)(F)F